COC1=CC(=C(NC)C=C1)C 4-methoxy-N,2-dimethylaniline